2-(4-fluoro-3-methoxyphenyl)-N-(4-(1-methyl-4-(trifluoromethyl)-1H-imidazol-2-yl)benzyl)-9-(tetrahydro-2H-pyran-2-yl)-9H-purin-6-amine FC1=C(C=C(C=C1)C1=NC(=C2N=CN(C2=N1)C1OCCCC1)NCC1=CC=C(C=C1)C=1N(C=C(N1)C(F)(F)F)C)OC